CN([C@@H](CC1=CC(=C(C(=O)NC)C=C1)F)CNC(=O)N(CC1=NC=CC=C1)C)C (S)-4-(2-(dimethylamino)-3-(3-methyl-3-(pyridin-2-ylmethyl)ureido)propyl)-2-fluoro-N-methylbenzamide